COC=1C(=CC2=CN(N=C2C1)[C@@H]1[C@H](CC(CC1)N(C(C)=O)C)C)C(=O)NC=1C=NN2C1N=CC=C2 6-methoxy-2-((1S,2S)-2-methyl-4-(N-methylacetamido)cyclohexyl)-N-(pyrazolo[1,5-a]pyrimidin-3-yl)-2H-indazole-5-carboxamide